ClC=1C(=NC(=NC1)NC1=C(C=C(C(=O)NC2=C(C(=CC=C2)F)C)C=C1)OC)C=1C=NN(C1)C(C)C 4-((5-chloro-4-(1-isopropyl-1H-pyrazol-4-yl)pyrimidin-2-yl)amino)-N-(3-fluoro-2-methylphenyl)-3-methoxybenzamide